NC1=NN2C(N=CC(=C2)F)=C1C(=O)NC=1C=NC=C(C1N1CCC(CC1)C(=O)N1CC(C1)N1CCCCC1)F 2-amino-6-fluoro-N-(5-fluoro-4-(4-(3-(piperidin-1-yl)azetidine-1-carbonyl)piperidin-1-yl)pyridin-3-yl)pyrazolo[1,5-a]pyrimidine-3-carboxamide